2-(benzo[b]thiophen-3-yl)-8-ethyl-5-(((1R,3S)-3-methylcyclohexyl)oxy)quinoline-4-carboxylic acid S1C2=C(C(=C1)C1=NC3=C(C=CC(=C3C(=C1)C(=O)O)O[C@H]1C[C@H](CCC1)C)CC)C=CC=C2